FC1=CC2=C(N(C(=N2)N2C[C@H]([C@H](CC2)F)N)CC2=NC=C(C=C2)F)C=C1F (3R,4S)-1-(5,6-Difluoro-1-((5-fluoropyridin-2-yl)methyl)-1H-benzo[d]imidazol-2-yl)-4-fluoropiperidin-3-amin